CC1=C(C=2N(N=C1N1CC=3C=C(C=NC3CC1)NC1=C(C=C(C=C1)OC)F)C=NN2)C 6-(7,8-dimethyl-[1,2,4]triazolo[4,3-b]pyridazin-6-yl)-N-(2-fluoro-4-methoxy-phenyl)-7,8-dihydro-5H-1,6-naphthyridin-3-amine